(2-hydroxyethyl)piperidin-3-ol OCCN1CC(CCC1)O